1-(4-aminophenyl)-1H-benzimidazol-5-ol NC1=CC=C(C=C1)N1C=NC2=C1C=CC(=C2)O